ClC=1C=CC2=C(CC(CC=3N2C(=NN3)[C@@H]3CC[C@H](CC3)C(F)(F)F)NC(OC(C)(C)C)=O)C1 Tert-butyl {8-chloro-1-[trans-4-(trifluoromethyl)cyclohexyl]-5,6-dihydro-4H-[1,2,4]triazolo[4,3-a][1]benzazepin-5-yl}carbamate